(2R,3R,4S,5R)-2-(Acetoxymethyl)-5-allyltetrahydrofuran-3,4-diacetate C(C)(=O)OC[C@@H]1O[C@@H]([C@H]([C@H]1CC(=O)[O-])CC(=O)[O-])CC=C